2-((4-((2-(dimethylamino)ethyl)(methyl)amino)-2-methoxy-5-nitrophenyl)amino)pyrimidine-5-carboxylic acid methyl ester COC(=O)C=1C=NC(=NC1)NC1=C(C=C(C(=C1)[N+](=O)[O-])N(C)CCN(C)C)OC